(1-(1H-1,2,3-triazole-4-carbonyl)piperidin-4-yl)(5-phenyl-4,5-dihydro-1H-pyrazol-1-yl)methanone N1N=NC(=C1)C(=O)N1CCC(CC1)C(=O)N1N=CCC1C1=CC=CC=C1